5-cyclohexene-1,3-dione C1(CC(CC=C1)=O)=O